Tetrasodium Glutamate Diacetat C(CN([C@@H](CCC(=O)[O-])C(=O)[O-])CC(=O)[O-])(=O)[O-].[Na+].[Na+].[Na+].[Na+]